ClC1=CC2=C(OCCN2)C=C1C=1C(=NOC1C)C 6-chloro-7-(3,5-dimethylisoxazol-4-yl)-3,4-dihydro-2H-benzo[b][1,4]Oxazine